(1-(4-amino-6-(1-fluorocyclopropyl)pyridin-2-yl)ethyl)-7-methoxy-6-(2-methoxyethoxy)-2-methyl-quinazolin-4-amine NC1=CC(=NC(=C1)C1(CC1)F)C(C)C1=C2C(=NC(=NC2=CC(=C1OCCOC)OC)C)N